F[P-](F)(F)(F)(F)F.[N+](=O)([O-])C1=NN(C=N1)[P+](N1CCCC1)(N1CCCC1)N1CCCC1 3-nitro-1,2,4-triazol-1-yl-tris(pyrrolidin-1-yl)phosphorus Hexafluorophosphate